5-bromo-3-isopropyl-1-tosyl-1H-pyrrol BrC1=CC(=CN1S(=O)(=O)C1=CC=C(C)C=C1)C(C)C